Pentacosan-13-Yl 9-Oxohexadecanoate O=C(CCCCCCCC(=O)OC(CCCCCCCCCCCC)CCCCCCCCCCCC)CCCCCCC